[Cu].[Ni].[Fe] iron-nickel copper